C(#N)C1=CC=2C3=C(C=NC2C=C1)N=C(N3C3CCCC3)CC(=O)NCC3CC3 2-{8-cyano-1-cyclopentyl-1H-imidazo[4,5-c]quinolin-2-yl}-N-(cyclopropylmethyl)acetamide